5-(5-(1-(cyclopropylmethyl)piperidin-4-yl)-3-isopropyl-1H-indol-2-yl)-1,3-dimethylpyridin-2(1H)-one C1(CC1)CN1CCC(CC1)C=1C=C2C(=C(NC2=CC1)C=1C=C(C(N(C1)C)=O)C)C(C)C